Tert-butyl 9-chloro-7-(5-fluoroindol-1-yl)(2,2,3,3,5,5-2H6)-1,4-benzoxazepine-4-carboxylate ClC1=CC(=CC=2C(N(C(C(OC21)([2H])[2H])([2H])[2H])C(=O)OC(C)(C)C)([2H])[2H])N2C=CC1=CC(=CC=C21)F